FC1=C(C(=C(C(=C1C=1C=2C=CC(=CC3=CC=C(N3)C(=C3C=CC(C=C4C=CC1N4)=N3)C3=C(C(=C(C(=C3F)F)F)F)F)N2)F)F)F)F 10,20-bis(pentafluorophenyl)porphyrin